OC1=CC(=C2CCCC(C2=C1)=O)C 7-hydroxy-5-methyl-3,4-dihydronaphthalen-1(2H)-one